6-bromo-1-methyl-7-(trifluoromethyl)-3H-imidazo[1,2-a]pyrimidine-2,5-dione BrC1=C(N=C2N(C1=O)CC(N2C)=O)C(F)(F)F